(2,4-difluoro)phenylboronic acid FC1=C(C=CC(=C1)F)B(O)O